N-{4-[(5-Bromo-thiophen-2-ylmethyl)-amino]-2-methoxyphenyl}-butyramide BrC1=CC=C(S1)CNC1=CC(=C(C=C1)NC(CCC)=O)OC